(S)-4-(3-(2,2-difluoroethyl)morpholino)-2,6-difluorobenzoic acid FC(C[C@H]1COCCN1C1=CC(=C(C(=O)O)C(=C1)F)F)F